Fmoc-sulfo-β-alanine C(=O)(OCC1C2=CC=CC=C2C2=CC=CC=C12)N(CCC(=O)O)S(=O)(=O)O